2-(4-chlorobenzoyl)-5-(cyclobutanecarbonyl)-3-fluorobenzoic acid ClC1=CC=C(C(=O)C2=C(C(=O)O)C=C(C=C2F)C(=O)C2CCC2)C=C1